(E)-6-(3-((E)-3-(2-(4-fluorophenoxy)thiazol-5-yl)-2-methylacryloyl)-4-hydroxy-2-oxo-2H-pyran-6-yl)hept-2-enoic acid FC1=CC=C(OC=2SC(=CN2)/C=C(/C(=O)C=2C(OC(=CC2O)C(CC/C=C/C(=O)O)C)=O)\C)C=C1